ethyl 1-({1-[2-chloro-5-(3,5-dimethyl-2,6-dioxo-4-sulfanylidene-1,3,5-triazinan-1-yl)-4-fluorophenoxy]cyclopropyl}carbonyl)cyclopropanecarboxylate ClC1=C(OC2(CC2)C(=O)C2(CC2)C(=O)OCC)C=C(C(=C1)F)N1C(N(C(N(C1=O)C)=S)C)=O